oct-2,6-diene CC=CCCC=CC